OC1=CC=C2C(=C(C=NC2=C1)C(C1=C(C=CC=C1)C(C)C)=O)OC1=CC=C(C=C1)/C=C/C(=O)O (E)-3-(4-((7-hydroxy-3-(2-isopropylbenzoyl)quinolin-4-yl)oxy)phenyl)acrylic acid